C1(CCCCC1)N1/C(/SC(C1=O)=CC1=C(C=CC=C1Cl)Cl)=N/C1=CC=C(C=C1)S(=O)(=O)N 4-(((2Z)-3-cyclohexyl-5-(2,6-dichlorobenzylidene)-4-oxothiazolidin-2-ylidene)amino)benzenesulphonamide